[Fe].[Zn].[Pb].[Cu] copper-lead-zinc-iron